ClC1=CC=C(OC2=CC=C(C(=O)O)C=C2)C=C1 4-(4-chloro-phenoxy)-benzoic acid